N1(CCNCC1)CC(=O)O[Si](C)(C)C trimethylsilyl 2-(piperazin-1-yl)acetate